CC1=C(C=CC(=C1)[N+](=O)[O-])C1=NOC(C1)(O)C(F)(F)F 3-(2-methyl-4-nitrophenyl)-5-(trifluoromethyl)-4,5-dihydroisoxazol-5-ol